N-((1-phenyl-1,2,3,4-tetrahydroquinolin-3-yl)methyl)acrylamide C1(=CC=CC=C1)N1CC(CC2=CC=CC=C12)CNC(C=C)=O